beta-methacryloxyethyl-trimethylammonium methyl-sulfate COS(=O)(=O)[O-].C(C(=C)C)(=O)OCC[N+](C)(C)C